ClC=1C(=C(C=CC1)NC1=C(NC2=C1C(NCC2)=O)C2=CC=NC1=CC=C(N=C21)OCCN(C)C)OC 3-[(3-chloro-2-methoxyphenyl)amino]-2-[6-[2-(dimethylamino)ethoxy]-1,5-naphthyridin-4-yl]-1H,5H,6H,7H-pyrrolo[3,2-c]pyridin-4-one